6-iodo-3-(3-methoxy-4-((6-methoxypyridin-3-yl)methoxy)benzyl)-3H-imidazo[4,5-b]Pyridine IC=1C=C2C(=NC1)N(C=N2)CC2=CC(=C(C=C2)OCC=2C=NC(=CC2)OC)OC